tert-butyl 6-acryloyl-2,6-diazaspiro[3.4]octane-2-carboxylate C(C=C)(=O)N1CC2(CN(C2)C(=O)OC(C)(C)C)CC1